C(C)OC(=O)C12C(CC(CC1)(CC2)N)=O 4-amino-2-oxobicyclo[2.2.2]octane-1-carboxylic acid ethyl ester